(5-bromo-4-fluoro-1H-pyrrolo[2,3-b]pyridin-3-yl)-(2,6-difluoro-3-nitro-phenyl)methanone BrC=1C(=C2C(=NC1)NC=C2C(=O)C2=C(C(=CC=C2F)[N+](=O)[O-])F)F